3-methylthioindole-5-carbonitrile-13C CSC1=CNC2=CC=C(C=C12)[13C]#N